FC=1C=CC2=C(NC([C@@H](O2)C[C@@H](C(=O)N)NC)=O)C1 (2S)-3-[(2S)-6-fluoro-3-oxo-4H-1,4-benzoxazin-2-yl]-2-(methylamino)propanamide